ClC1=C2C(N(C=NC2=CC=C1)CC1=COC=C1)=O 5-chloro-3-(furan-3-ylmethyl)quinazolin-4(3H)-one